(5-(4-Amino-5-(trifluoromethyl)pyrrolo[2,1-f][1,2,4]triazin-7-yl)-2-methoxypyridin-3-yl)(3-(4-fluorobenzyl)-3-hydroxypiperidin-1-yl)methanon NC1=NC=NN2C1=C(C=C2C=2C=C(C(=NC2)OC)C(=O)N2CC(CCC2)(O)CC2=CC=C(C=C2)F)C(F)(F)F